3-[6-(difluoromethyl)-5-(8-methoxyimidazo[1,2-a]pyridin-6-yl)-2-pyridyl]-3,9-diazaspiro[5.5]undecane FC(C1=C(C=CC(=N1)N1CCC2(CC1)CCNCC2)C=2C=C(C=1N(C2)C=CN1)OC)F